(2R,3S,4S)-4-hydroxy-2-[(4-methoxyphenyl)methyl]pyrrolidin-3-yl (1s)-1-imino-1-oxo-1lambda6-thiane-4-carboxylate N=S1(CCC(CC1)C(=O)O[C@H]1[C@H](NC[C@@H]1O)CC1=CC=C(C=C1)OC)=O